C(C)(C)C=1C(=CC2=C(N(C(N2)=O)C2CCC(CC2)N(CCC(F)(F)F)C)C1)C=1C=C(C=2N(C1)N=CN2)OC 6-Isopropyl-5-(8-methoxy-[1,2,4]triazolo[1,5-a]pyridin-6-yl)-1-(4-(methyl(3,3,3-trifluoropropyl)amino)cyclohexyl)-1,3-dihydro-2H-benzo[d]imidazol-2-on